5-(3-((2-chloro-5-(trifluoromethyl)pyrimidin-4-yl)amino)propyl)-2,3-dihydrobenzo[b][1,4]oxazepine-4(5H)-one ClC1=NC=C(C(=N1)NCCCN1C2=C(OCCC1=O)C=CC=C2)C(F)(F)F